FC1=C(C(=CC=C1)O)C=1C=C2C(=NN(C2=CC1C=O)C1OCCCC1)C1=CC(=C(C=C1)N1C[C@@H]2COCCN2CC1)OCCCO 5-(2-fluoro-6-hydroxyphenyl)-3-(4-((R)-hexahydropyrazino[2,1-c][1,4]oxazin-8(1H)-yl)-3-(3-hydroxypropoxy)phenyl)-1-(tetrahydro-2H-pyran-2-yl)-1H-indazole-6-carbaldehyde